FC(C=1C=C(C=CC1)NC=1N=CN=NC1C(=O)N)(F)F 5-((3-(trifluoromethyl)phenyl)amino)-1,2,4-triazine-6-carboxamide